C(C)(C)(C)C1=C(C(=C(C=C1)C(C)(C)C)C(C)C)C(C)C 1,4-di-tert-butyl-diisopropylbenzene